(Cyclobutylmethyl)((6-((7,8-dihydro-6,9-dioxa-2,2a,5-triazabenzo[cd]azulene-4-carboxamido)methyl)-1H-indol-2-yl)methyl)carbamic acid tert-butyl ester C(C)(C)(C)OC(N(CC=1NC2=CC(=CC=C2C1)CNC(=O)C=1N=C2C=3N(N=CC3OCCO2)C1)CC1CCC1)=O